C(C(C)C)NC1=NN2C(C=N1)=C(C=C2)C=2C=C1C(=NC2)N=C(N1C1CCOCC1)C N-isobutyl-5-(2-methyl-1-(tetrahydro-2H-pyran-4-yl)-1H-imidazo[4,5-b]pyridin-6-yl)pyrrolo[2,1-f][1,2,4]triazin-2-amine